CSC1=CC(=C(N=N1)OC1=CC(=CC=C1)C(F)(F)F)C(=O)O 6-methylsulfanyl-3-[3-(trifluoromethyl)phenoxy]pyridazine-4-carboxylic acid